2-(5-Methoxy-1H-Indol-3-Yl)-1-((1R,4S)-7-(Methoxymethyl)-2-Azabicyclo[2.2.1]Hept-5-En-2-Yl)Ethan-1-One 3'''-(((methylazanediyl)bis(propane-3,1-diyl))bis(azanetriyl))tetrapropionate CN(CCCN(CCC(=O)O)CCC(=O)O)CCCN(CCC(=O)O)CCC(=O)O.COC=1C=C2C(=CNC2=CC1)CC(=O)N1[C@@H]2C=C[C@H](C1)C2COC